COCCNC=1C=NC(=CC1)[N+](=O)[O-] N-(2-methoxyethyl)-6-nitropyridin-3-amine